SCCNCC(=O)N ((mercaptoethyl)amino)acetamide